FC1=CC=C(C=C1)NC=1C=CC=C2C(N3C(=NC12)C(C1=CC(=CC=C13)C#N)=O)=O 4-((4-fluorophenyl)amino)-6,12-dioxo-6,12-dihydroindolo[2,1-b]quinazoline-8-carbonitrile